3-{2-[(5-cyclopropyl-1H-1,2,4-triazol-3-yl)amino]-5-(2-methyl-1H-imidazol-1-yl)-1,3-thiazol-4-yl}benzonitrile C1(CC1)C1=NC(=NN1)NC=1SC(=C(N1)C=1C=C(C#N)C=CC1)N1C(=NC=C1)C